(S)-2-(4-fluoro-3,5-dimethylbenzyl)-6-(((R)-1-(5-fluoropyridin-2-yl)-2-methylpropyl)amino)-N-hydroxyhexanamide FC1=C(C=C(C[C@@H](C(=O)NO)CCCCN[C@H](C(C)C)C2=NC=C(C=C2)F)C=C1C)C